4-(5-cyano-2-methoxyphenyl)-N-(5-(4-(2-methoxyethoxy)phenyl)thiazolo[5,4-b]pyridin-2-yl)-6-methylnicotinamide C(#N)C=1C=CC(=C(C1)C1=CC(=NC=C1C(=O)NC=1SC2=NC(=CC=C2N1)C1=CC=C(C=C1)OCCOC)C)OC